[N+](=O)([O-])C1=CC=C(C=C1)SC=1N([C@H]2[C@H](OC)[C@H](O)[C@@H](CO)O2)C=2N=CN=C(C2N1)N 8-(4-nitro-phenylthio)-2'-O-methyladenosine